FC=1C=C(C=CC1F)CC(=O)NN1C(=NC2=CC(=CC=C2C1=O)F)N(C)CC 2-(3,4-Difluoro-phenyl)-N-[2-(ethyl-methyl-amino)-7-fluoro-4-oxo-4H-quinazolin-3-yl]-acetamide